OC1=C(N=NC2=CC=CC=C12)C(=O)NCC(=O)O 2-(4-Hydroxy-cinnoline-3-carboxamido)acetic acid